COC1=CC=C(C=C1)N[C@@H](C)C(=O)O (4-methoxyphenyl)-L-alanine